O1C(OCCCC1)=O 1,3-dioxa-2-cycloheptanone